CN1CCC(CC1)C=1SC2=C(N1)C=C(C=C2)B2OC(C(O2)(C)C)(C)C 2-(1-methylpiperidin-4-yl)-5-(4,4,5,5-tetramethyl-1,3,2-dioxaborolan-2-yl)benzo[d]thiazole